ClC1=CC=C(C=C1)C1=CC=C(N1C1=C(C=CC=C1)C(F)(F)F)C1=CC=C(C(=O)N(C)CCN(C)C)C=C1 4-[5-(4-chlorophenyl)-1-[2-(trifluoromethyl)phenyl]pyrrol-2-yl]-N-[2-(dimethylamino)ethyl]-N-methyl-benzamide